4-(2-amino-3-methyl-7-(N-(1-methylcyclopropyl)sulfamoyl)quinolin-5-yl)-N,N-dimethyl-piperazine-1-carboxamide NC1=NC2=CC(=CC(=C2C=C1C)N1CCN(CC1)C(=O)N(C)C)S(NC1(CC1)C)(=O)=O